ClC1=CC=C(C=C1)C1=CC(=CC=C1)[C@@H]1C[C@@H](CC2=CC=CC=C12)N(C)C Cis-4-(4'-chloro-[1,1'-biphenyl]-3-yl)-N,N-dimethyl-1,2,3,4-tetrahydronaphthalen-2-amine